C(C1=CC=CC=C1)OC[C@H]1[C@@H](C1)COC1=C(C=CC(=N1)C(=O)NC(C(=O)OCCCF)(CC)CC)N1CC(C1)O |r| (rac)-trans-3-fluoropropyl 2-[(6-{[2-[(benzyloxy) methyl] cyclopropyl] methoxy}-5-(3-hydroxyazetidin-1-yl)pyridin-2-yl)formamido]-2-ethylbutanoate